Cl.OCC=1C=C(N=NC1N[C@H]1CN(CCC1)C)C1=C(C=C(C=C1C)C(F)(F)F)O (R)-2-(5-(hydroxymethyl)-6-((1-methylpiperidin-3-yl)amino)pyridazin-3-yl)-3-methyl-5-(trifluoromethyl)phenol hydrochloride